C(#N)C1=C2C[C@H](CNC2=CC=C1)[C@@H](C=1C=NC=CC1)NCCC=1C=C(C=CC1C)CC(=O)O 2-(3-(2-(((S)-((R)-5-cyano-1,2,3,4-tetrahydroquinolin-3-yl)(pyridin-3-yl)methyl)amino)ethyl)-4-methylphenyl)acetic acid